tert-butyl (1S,2R,5R)-3-(5-bromo-7-chloro-2-(ethylthio)-8-fluoropyrido[4,3-d]pyrimidin-4-yl)-2-(2-methylallyl)-3,8-diazabicyclo[3.2.1]octane-8-carboxylate BrC1=NC(=C(C=2N=C(N=C(C21)N2[C@@H]([C@@H]1CC[C@H](C2)N1C(=O)OC(C)(C)C)CC(=C)C)SCC)F)Cl